C(OCC1=NN2C(C(CCC2)C(F)F)=C1)(OC1=CC=C(C=C1)[N+](=O)[O-])=O (4-(difluoromethyl)-4,5,6,7-tetrahydropyrazolo[1,5-a]pyridin-2-yl)methyl (4-nitrophenyl) carbonate